3-(2-chloro-6-fluorophenyl)-5-methyl-N-(3-(trifluoromethyl)phenyl)isoxazole-4-carboxamide ClC1=C(C(=CC=C1)F)C1=NOC(=C1C(=O)NC1=CC(=CC=C1)C(F)(F)F)C